tin tungsten phosphorus [P].[W].[Sn]